C(C1=CC=CC=C1)O[C@@H]1[C@H](N(C[C@@H]([C@H]1OCC1=CC=CC=C1)OCC1=CC=CC=C1)CC1CCN(CC1)C1=CC=CC=C1)C (2R,3R,4R,5S)-3,4,5-tris(benzyloxy)-2-methyl-1-((1-phenylpiperidin-4-yl)methyl)piperidine